cis-7-(2-Oxabicyclo[2.1.1]hexan-1-carbonyl)-N-(4-fluoro-3-methylphenyl)-2-methyl-5,5a,6,7,8,9,9a,10-octahydro-2H-pyrido[3,4-f]pyrrolo[3,4-b][1,4,5]oxathiazocin-1-carboxamid-4,4-dioxid C12(OCC(C1)C2)C(=O)N2C[C@H]1NS(C=3C(OC[C@H]1CC2)=C(N(C3)C)C(=O)NC3=CC(=C(C=C3)F)C)(=O)=O